3-(1,2,3,5,6,7-hexahydro-s-indacen-4-yl)-1-[(1-methyl-1H-pyrazol-4-yl)[2-(3-methylazetidin-1-yl)ethyl]sulfamoyl]urea sodium salt [Na].C1CCC2=C(C=3CCCC3C=C12)NC(NS(N(CCN1CC(C1)C)C=1C=NN(C1)C)(=O)=O)=O